ClC=1C=C(C=CC1)C1=CC(=C(C(=N1)C(CCC(=O)O)=O)O)C#N 4-[6-(3-Chloro-phenyl)-4-cyano-3-hydroxy-pyridin-2-yl]-4-oxo-butyric acid